FC(C1CC(C1)OC1=NN=C(S1)COC1=CC=CC(=N1)C1=CC(=C(CC2=NC3=C(N2C[C@H]2OCC2)C=C(C=C3)C(=O)O)C=C1F)F)F (S)-2-(4-(6-((5-(3-(difluoromethyl)cyclobutoxy)-1,3,4-thiadiazol-2-yl)methoxy)pyridin-2-yl)-2,5-difluorobenzyl)-1-(oxetan-2-ylmethyl)-1H-benzo[d]imidazole-6-carboxylic acid